1-(5-((4-((5-chloro-4-(5-(cyclopropylmethyl)-1-methyl-1H-pyrazol-4-yl)pyrimidin-2-yl)amino)piperidin-1-yl)methyl)pyridin-2-yl)dihydropyrimidine-2,4(1H,3H)-dione ClC=1C(=NC(=NC1)NC1CCN(CC1)CC=1C=CC(=NC1)N1C(NC(CC1)=O)=O)C=1C=NN(C1CC1CC1)C